5-(3-benzyl-1-((2-methyl-2H-1,2,3-triazol-4-yl)sulfonyl)pyrrolidin-3-yl)-6-methyl-1-(1-(oxetan-3-yl)-1H-pyrazol-4-yl)-1H-indazole C(C1=CC=CC=C1)C1(CN(CC1)S(=O)(=O)C1=NN(N=C1)C)C=1C=C2C=NN(C2=CC1C)C=1C=NN(C1)C1COC1